1,1-Dioxo-2,3,4,5-tetrahydrobenzo[f][1,2,4]thidiazepine O=S1(NCNCC2=C1C=CC=C2)=O